COC=1C=C2CCNC(C2=CN1)=O 6-Methoxy-3,4-dihydro-2,7-naphthyridin-1(2H)-one